Boc-diphenylalanine C(=O)(OC(C)(C)C)N[C@@H](C(C1=CC=CC=C1)C1=CC=CC=C1)C(=O)O